7-(3,3-dimethylcyclobutyl)-5-fluoro-N-((3R,4R)-3-fluoro-1-(methylsulfonyl)piperidin-4-yl)pyrrolo[2,1-f][1,2,4]triazin-2-amine CC1(CC(C1)C1=CC(=C2C=NC(=NN21)N[C@H]2[C@@H](CN(CC2)S(=O)(=O)C)F)F)C